5-(3,6-diazabicyclo[3.1.1]heptan-6-yl)-9-(4-chloro-2-methyl-2H-indazol-5-yl)-7H-imidazo[1,2-c]pyrrolo[3,2-e]pyrimidine C12CNCC(N1C1=NC3=C(C=4N1C=CN4)C(=CN3)C3=C(C4=CN(N=C4C=C3)C)Cl)C2